(4Z)-2-(1-adamantylamino)-4-[(1-methylindazol-5-yl)methylene]-1H-imidazol-5-one C12(CC3CC(CC(C1)C3)C2)NC=2NC(/C(/N2)=C/C=2C=C3C=NN(C3=CC2)C)=O